1,4,4-trimethyl-2,3-diazabicyclo[3.2.2]non-2-ene-2,3-dioxide CC12[N+](=[N+](C(C(CC1)CC2)(C)C)[O-])[O-]